(S)-2-methoxypropane-1-amine hydrochloride Cl.CO[C@H](CN)C